[Si]([O-])([O-])([O-])[O-].[NH4+].[NH4+].[NH4+].[NH4+] Ammonium silicat